(N-[4-Amino-5-[6-(3,5-dimethyl-1-piperidyl)pyridin-3-carbonyl]thiazol-2-yl]-4-fluoroanilino)propanamid NC=1N=C(SC1C(=O)C=1C=NC(=CC1)N1CC(CC(C1)C)C)N(C1=CC=C(C=C1)F)C(C(=O)N)C